O[C@H](C)C1=C(C=C(C=N1)OCCN1CCC2(CC1)C(NC1=CC=C(C=C12)C#N)=O)C(F)(F)F |o1:1| 1'-[2-({6-[(1R) or (1S)-1-hydroxyethyl]-5-(trifluoromethyl)pyridin-3-yl}oxy)ethyl]-2-oxo-1,2-dihydrospiro[indole-3,4'-piperidine]-5-carbonitrile